6-(tert-butylsulfonyl)imidazo[1,2-a]pyridin C(C)(C)(C)S(=O)(=O)C=1C=CC=2N(C1)C=CN2